4-hydroxy-2-(2-isopropyl-1,3-dioxolan-4-yl)-5-oxo-2,5-dihydrofuran-3-olate calcium [Ca+2].OC1=C(C(OC1=O)C1OC(OC1)C(C)C)[O-].OC1=C(C(OC1=O)C1OC(OC1)C(C)C)[O-]